ClC=1C=C(C2=C(O[C@@H](CN2C2CNCC2)C)C1)C1=NC=NN2C1=CC(=C2)CN2C(C1C(C1C2=O)(C)C)=O 3-((4-((2R)-7-chloro-2-methyl-4-(pyrrolidin-3-yl)-3,4-dihydro-2H-benzo[b][1,4]oxazin-5-yl)pyrrolo[2,1-f][1,2,4]triazin-6-yl)methyl)-6,6-dimethyl-3-azabicyclo[3.1.0]hexane-2,4-dione